ethyl-4-bromo-butanoate C(C)OC(CCCBr)=O